[3-(CYCLOBUTOXYMETHYL)-4-METHOXYPHENYL]BORANEDIOL C1(CCC1)OCC=1C=C(C=CC1OC)B(O)O